(R)-5-(1-(aminooxy)ethyl)-3-(trifluoromethyl)pyridin-2(1H)-one NO[C@H](C)C=1C=C(C(NC1)=O)C(F)(F)F